ClC1=C(C=C(C=C1)C1=CN=C(S1)C)OC 5-(4-chloro-3-methoxy-phenyl)-2-methyl-thiazole